N-(8,9-difluoro-6-oxo-1,4,5,6-tetrahydro-2H-pyrano[3,4-c]isoquinolin-1-yl)-2,4'-difluoro-N-methyl-[1,1'-biphenyl]-4-carboxamide FC=1C(=CC=2C3=C(NC(C2C1)=O)COCC3N(C(=O)C3=CC(=C(C=C3)C3=CC=C(C=C3)F)F)C)F